6-[5-[2-[(2-chloro-4-methyl-6,7-dihydro-5H-cyclopenta[d]pyrimidin-6-yl)methylamino]ethyl]-2-oxo-1,3-oxazolidin-3-yl]-4H-pyrido[3,2-b][1,4]oxazin-3-one ClC=1N=C(C2=C(N1)CC(C2)CNCCC2CN(C(O2)=O)C=2C=CC=1OCC(NC1N2)=O)C